[2H]C(C1=C(C(=C(C(=C1[2H])[2H])[2H])[2H])[2H])([2H])[2H] perdeuterotoluene